ClC=1C=C(C=CC1C(=O)N1CCN(CC1)C(=O)C1CC[N+](CC1)(C)C)NC(=O)C=1N(C(=CN1)C1=C(C(=C(C=C1)C=1C(=NNC1)C)F)F)C N-[3-chloro-4-[4-(1,1-dimethylpiperidin-1-ium-4-carbonyl)piperazine-1-carbonyl]phenyl]-5-[2,3-difluoro-4-(3-methyl-1H-pyrazol-4-yl)phenyl]-1-methyl-imidazole-2-carboxamide